3-(2,6-dioxopiperidin-3-yl)-4-oxo-3,4-dihydrobenzo[d][1,2,3]triazine-5-carboxylic acid O=C1NC(CCC1N1N=NC2=C(C1=O)C(=CC=C2)C(=O)O)=O